butyl diketone C(CCC)C(C(=O)CCCC)=O